FC=1C(=C(C=CC1F)[C@H]1[C@@H](O[C@](C1)(CC(F)(F)F)C)C(=O)NC1=CC(=NC=C1)C(=O)N)OC |r| rac-(2R,3S,5R)-4-[[3-(3,4-difluoro-2-methoxy-phenyl)-5-methyl-5-(2,2,2-trifluoroethyl)tetrahydrofuran-2-carbonyl]amino]pyridine-2-carboxamide